ClC=1C(=C(C=C(C1)F)[C@H](C)NCC(=O)OCC)COC1=CC=C(C=C1)OC (S)-ethyl 2-(1-(3-chloro-5-fluoro-2-((4-methoxyphenoxy) methyl) phenyl)ethylamino)acetate